N-{[1-(benzenesulfonyl)piperidin-4-yl]methyl}-1H-pyrrolo[3,2-c]pyridine-2-carboxamide C1(=CC=CC=C1)S(=O)(=O)N1CCC(CC1)CNC(=O)C1=CC=2C=NC=CC2N1